methyl 6-chloro-5-(1H-tetrazol-5-yl)-1H-indole-3-carboxylate ClC1=C(C=C2C(=CNC2=C1)C(=O)OC)C1=NN=NN1